3-tert-butyl-pyrazole-1-carboxylic acid (4-benzoimidazol-1-yl-phenyl)-amide N1(C=NC2=C1C=CC=C2)C2=CC=C(C=C2)NC(=O)N2N=C(C=C2)C(C)(C)C